NCCC1(CCN(CC1)C1=NC=CC(=N1)NC=1N=CC2=C(C=CC(=C2C1)C(C)C)N1[C@@H]([C@H](C1)CS(=O)(=O)C)C)OC N-{2-[4-(2-aminoethyl)-4-methoxypiperidin-1-yl]pyrimidin-4-yl}-8-[(2R,3S)-3-(methanesulfonylmeth-yl)-2-methylazetidin-1-yl]-5-(propan-2-yl)isoquinolin-3-amine